bis-(p-carboxyl-phenylamino)phenyl-phosphine oxide C(=O)(O)C1=CC=C(C=C1)NP(C1=CC=CC=C1)(NC1=CC=C(C=C1)C(=O)O)=O